Cl.C(C)(C)(C)N1N=C(C=2C1=NC=NC2N)C2=NOC(=C2C2=NC=C(C=N2)C2CCNCC2)C2CC2 1-(tert-butyl)-3-(5-cyclopropyl-4-(5-(piperidin-4-yl)pyrimidin-2-yl)isoxazol-3-yl)-1H-pyrazolo[3,4-d]pyrimidin-4-amine hydrochloride